BrC1=CC=C(C=C1)S(=O)(=O)NC1=CC(=C(C2=CC=CC=C12)O)C1=CC2=CC=C(C=C2C=C1)O 4-Bromo-N-(1,6'-dihydroxy[2,2']binaphthalenyl-4-yl)-benzensulfonamid